5-(4-bromo-3-methoxyphenyl)-1-methyl-1H-1,2,4-triazole BrC1=C(C=C(C=C1)C1=NC=NN1C)OC